C[C@@H](CP(=O)(O)[O-])O The molecule is the organophosphate oxoanion that is the anion formed from (S)-2-hydroxypropylphosphonic acid by loss of a single proton from the phosphate group; the major microspecies at pH 7.3. It is a conjugate base of a (S)-2-hydroxypropylphosphonic acid.